C(C)(C)(C)OC(=O)N1C[C@@H]2C(N3[C@H](COC=4N=C5C(=C(C(=CC5=C(C34)N2CC1)Cl)Br)F)CN(C)C)=C=O (4aR,6S)-tert-butyl-11-bromo-12-chloro-6-((dimethylamino)methyl)-10-fluoro-5-carbonyl-1,2,4a,5,6,7-hexahydro-8-oxa-3,5a,9,13c-tetraazanaphtho[3,2,1-de]anthracene-3(4H)-carboxylate